FC(C1=C(C(=CC=C1)F)N1CCC(CC1)N1C(N(C=2C(C1)=NN(C2)C)CC2=C(C=CC=C2)C(F)(F)F)=O)F 6-[1-(2-Difluoromethyl-6-fluoro-phenyl)-piperidin-4-yl]-2-methyl-4-(2-trifluoromethyl-benzyl)-2,4,6,7-tetrahydro-pyrazolo[4,3-d]pyrimidin-5-on